Racemic-4-[2-(N-[3,3-difluorocyclopentyl]anilino)-2-oxo-ethyl]-1-(6-fluoroindoline-1-carbonyl)piperidine-4-carboxylic acid FC1(C[C@@H](CC1)N(C1=CC=CC=C1)C(CC1(CCN(CC1)C(=O)N1CCC2=CC=C(C=C12)F)C(=O)O)=O)F |r|